ClC1=NC=C(C(=C1)C1=CC(=NN1)C(=O)N1C2(CC2)C[C@H](CC1)C(=O)NC1CCC(CC1)(C(F)(F)F)O)F (S)-4-(5-(2-chloro-5-fluoropyridin-4-yl)-1H-pyrazole-3-carbonyl)-N-((1r,4S)-4-hydroxy-4-(trifluoromethyl)cyclohexyl)-4-azaspiro[2.5]octane-7-carboxamide